3-(4-((R)-4,4-difluoro-2-methylpiperidin-1-yl)-7-(1H-pyrazol-3-yl)imidazo[1,5-b]pyridazin-2-yl)-8-oxa-3-azabicyclo[3.2.1]octane FC1(C[C@H](N(CC1)C=1C=2N(N=C(C1)N1CC3CCC(C1)O3)C(=NC2)C2=NNC=C2)C)F